2-(2-Pyridinyl)-6-(1,2,4,5-tetrahydro-3H-3-benzazepin-3-yl)-4-pyrimidinyl-β-alanine ethyl ester C(C)OC(CCNC1=NC(=NC(=C1)N1CCC2=C(CC1)C=CC=C2)C2=NC=CC=C2)=O